[N-](S(=O)(=O)C(F)(F)F)S(=O)(=O)C(F)(F)F.[Au+].C1(=CC=CC=C1)P(C1=CC=CC=C1)C1=CC=CC=C1 Triphenylphosphine gold (I) bis(trifluoromethane)sulfonimide